C(C1=CC=CC=C1)C1=NC(=NN1)C(=O)N[C@@H]1C(N(C2=C(OC1)C=CC(=C2)N2CCC1(CCN(C1=O)CC1=CC=CC=C1)CC2)C)=O (S)-5-benzyl-N-(7-(2-benzyl-1-oxo-2,8-diazaspiro[4.5]dec-8-yl)-5-methyl-4-oxo-2,3,4,5-tetrahydrobenzo[b][1,4]oxazepin-3-yl)-1H-1,2,4-triazole-3-carboxamide